6-(2-{[1-(3-chloro(2-pyridyl))-isopropyl]amino}pyrimidin-5-yl)imidazo[2,1-b]1,3-thiazoline-2-carboxamide ClC=1C(=NC=CC1)C(C)(C)NC1=NC=C(C=N1)C=1N=C2SC(CN2C1)C(=O)N